[N+](=O)([O-])C1=CC=C(C(=O)OC2CC(C2)C=2N(C3=CC=CC(=C3C2)OCC2=CC=CC=C2)C2=CC=C(C=C2)F)C=C1 [3-[4-benzyloxy-1-(4-fluorophenyl) indol-2-yl] cyclobutyl] 4-nitrobenzoate